N1=C(C=CC=C1)CNC(N)=O 3-(pyridin-2-ylmethyl)urea